NN1CC2=CC(=C(C=C2C(=C1)C=1C=NC(=CC1)N1CCN(CC1)C)C1=C(C=CC=C1C)F)C#N 2-amino-6-(2-fluoro-6-methylphenyl)-4-(6-(4-methylpiperazin-1-yl)pyridin-3-yl)isoquinoline-7-carbonitrile